4-Methyl-N-(4-piperidin-4-yl-phenyl)-3-(4-pyridin-3-yl-pyrimidin-2-ylamino)-benzamide CC1=C(C=C(C(=O)NC2=CC=C(C=C2)C2CCNCC2)C=C1)NC1=NC=CC(=N1)C=1C=NC=CC1